BrC1=CC2=C(OCOC3=C(C(/C(=C/C(C2=O)=C)/C)=O)C=C(C=C3)Br)C=C1 (E)-3,11-dibromo-8-methyl-6-methylene-5H-dibenzo[d,k][1,3]dioxacyclododecine-5,9(6H)-dione